NC1CCN(CC1)C1=C(C(=NC=C1C1=CC(=CC(=C1)C)F)N)C1=NC=2C(=NC=CC2C=NO)N1 4-(4-aminopiperidin-1-yl)-5-(3-fluoro-5-methylphenyl)-3-{7-[(hydroxyimino)methyl]-3H-imidazo[4,5-b]pyridin-2-yl}pyridin-2-amine